COC=1C=NC(=NC1)N1CCN(CC1)C(CCCCNC=1C=CC=C2C(NC(=NC12)C)=O)=O 8-((5-(4-(5-methoxypyrimidin-2-yl)piperazin-1-yl)-5-oxopentyl)amino)-2-methylquinazolin-4(3H)-one